BrC=1SC(=CN1)CN1C[C@H]([C@@H](CC1)C(=O)N1CCC(CC1)(O)CN1C=NC2=C(C1=O)C=CN2C2=CC(=CC=C2)OC)C2=CC=CC=C2 3-{[1-({(3R,4R)-1-[(2-bromo-1,3-thiazol-5-yl)methyl]-3-phenylpiperidin-4-yl}carbonyl)-4-hydroxypiperidin-4-yl]methyl}-7-(3-methoxyphenyl)-3,7-dihydro-4H-pyrrolo[2,3-d]pyrimidin-4-one